O=CCN1CCN(CCN(CCN(CC1)CC(=O)O)CC(=O)O)CC(=O)O 10-oxoethyl-(1,4,7,10-tetraazacyclododecane-1,4,7-triyl)triacetic acid